1-(5-Fluoro-2-methoxyphenyl)-3-methyl-6-(pyrazolo[1,5-a]pyrimidin-3-yl)-1H-pyrazolo[4,3-c]pyridine FC=1C=CC(=C(C1)N1N=C(C=2C=NC(=CC21)C=2C=NN1C2N=CC=C1)C)OC